3-(1-(6-(5-chloro-1H-pyrazol-4-yl)-1-oxoisoquinolin-2(1H)-yl)ethyl)-5-fluoro-N-methylbenzamide ClC1=C(C=NN1)C=1C=C2C=CN(C(C2=CC1)=O)C(C)C=1C=C(C(=O)NC)C=C(C1)F